[3-(2-fluoro-4-trifluoromethyl-phenyl)-4-hydroxy-4-methyl-tetrahydrofuran-3-yl]-carbamic acid tert-butyl ester C(C)(C)(C)OC(NC1(COCC1(C)O)C1=C(C=C(C=C1)C(F)(F)F)F)=O